C(CCCCCCC\C=C/CCCCCCCC)OCCCCCCCCCCCCCCCC oleylcetylether